C[C@H]1O[C@@H](CC(C1)C1=NC2=CC=C(C=C2C=C1)C=O)C 2-[(2R,6R)-2,6-dimethyltetrahydropyran-4-yl]quinoline-6-carbaldehyde